[18F]C1=CC=C(C(=O)NCCCNC(=O)C23CC4CC(C2)CC(C3)C43OOC4(CCC(CC4)C4=CC=C(C=C4)OCCN4CCOCC4)O3)C=C1 N-(3-(4-[18F]fluorobenzamido)propyl)-4''-(4-(2-morpholinoethoxy)phenyl)dispiro[adamantane-2,3'-[1,2,4]trioxolane-5',1''-cyclohexane]-5-carboxamide